ClC1=C(C=C(C=C1)NC(=O)N[C@@H](C)C=1N(N=CN1)C1=NC=C(C=C1)C#N)C(F)(F)F 1-[4-chloro-3-(trifluoromethyl)phenyl]-3-[(1S)-1-[2-(5-cyano-2-pyridyl)-1,2,4-triazol-3-yl]ethyl]urea